C(C)(C)(C)OC(=O)N1C2(CC2)CC(C1=O)=C[C@@H]1N(C(OC1)(C)C)C(=O)OC(C)(C)C 6-{[(4S)-3-(tert-butoxycarbonyl)-2,2-dimethyl-1,3-oxazolidin-4-yl]methylene}-5-oxo-4-azaspiro[2.4]heptane-4-carboxylic acid tert-butyl ester